ClC1=C(C=C(C(=O)OCC(C)C)C#N)C=CC=C1 isobutyl 2-chloro-α-cyanocinnamate